BrC=1C=NN(C1)C1CCC(CC1)NC(OCC1=CC=CC=C1)=O benzyl [4-(4-bromo-1H-pyrazol-1-yl)cyclohexyl]carbamate